FC(C(C=1C=NC=C(C1)OC)NCC(=O)OC(C)(C)C)F tert-butyl (2,2-difluoro-1-(5-methoxypyridin-3-yl)ethyl)glycinate